ClC=1N=CC2=C(N1)N(C=C2Cl)CC(COC2=NN(C(=C2N)C)C2=C(N=C(O2)C)C)F 3-(3-(2,5-dichloro-7H-pyrrolo[2,3-d]pyrimidin-7-yl)-2-fluoropropoxy)-1-(2,4-dimethyloxazol-5-yl)-5-methyl-1H-pyrazol-4-amine